(S)-1-(2,4-difluorobenzyl)-1-((1-methylpyrrolidin-3-yl)methyl)-3-(4-(2,2,2-trifluoroethoxy)benzyl)urea FC1=C(CN(C(=O)NCC2=CC=C(C=C2)OCC(F)(F)F)C[C@@H]2CN(CC2)C)C=CC(=C1)F